P(O)(O)(OCCCCCCCCCCOC(C=C)=O)=S acryloyloxydecyl dihydrogenphosphorothioate